(4-bromo-2-(isopropylamino)phenyl)ethan-1-one BrC1=CC(=C(C=C1)C(C)=O)NC(C)C